(R,E)-3-(4-chlorophenyl)-N'-((4-chlorophenyl)sulfonyl)-N-((S)-3-methyl-2-(sulfamoylamino)butyl)-4-phenyl-4,5-dihydro-1H-pyrazole-1-carboximidamide ClC1=CC=C(C=C1)C1=NN(C[C@H]1C1=CC=CC=C1)/C(/NC[C@H](C(C)C)NS(N)(=O)=O)=N/S(=O)(=O)C1=CC=C(C=C1)Cl